OCC1(CC1)P(OCC)(=O)CCC ethyl (1-(hydroxymethyl)cyclopropyl)(propyl)phosphinate